NC1=C(C=C2C(=N1)NC(=C2)CN2C(=CC=CC2=O)C(=O)N(C)C2=CC=C(C=C2)F)C 1-((6-amino-5-methyl-1H-pyrrolo[2,3-b]pyridin-2-yl)methyl)-N-(4-fluorophenyl)-N-methyl-6-oxo-1,6-dihydropyridine-2-carboxamide